2-((1R,2S)-1-(2-chlorophenyl)-1-phenylpropan-2-yl)-5-hydroxy-N-(isoxazol-4-yl)-1-methyl-6-oxo-1,6-dihydropyrimidine-4-carboxamide ClC1=C(C=CC=C1)[C@H]([C@H](C)C=1N(C(C(=C(N1)C(=O)NC=1C=NOC1)O)=O)C)C1=CC=CC=C1